FC1=CC(=C(C(=O)NC(C)C)C=C1NC1=NC(=CC2=C1N(C=N2)C(C)C)C2=CC=C1C(=C2)N(C(C12CCNCC2)=O)C2CC(C2)N2CCCCC2)C 4-fluoro-N-isopropyl-5-((3-isopropyl-6-(2-oxo-1-((1s,3s)-3-(piperidin-1-yl)cyclobutyl)spiro[indoline-3,4'-piperidin]-6-yl)-3H-imidazo[4,5-c]pyridin-4-yl)amino)-2-methylbenzamide